C(C)(C)OC(C1=CC(=C(C(=C1)NC[C@H]1OCC1)[N+](=O)[O-])OC(C)C)=O (S)-3-isopropoxy-4-nitro-5-((oxetan-2-ylmethyl)amino)benzoic acid isopropyl ester